N-(3-(difluoromethyl)-1-(1-((2-(2,6-dioxopiperidin-3-yl)-1,3-dioxoisoindolin-5-yl)methyl)piperidin-4-yl)-1H-pyrazol-4-yl)-5-morpholinopyrazolo[1,5-a]pyrimidine-3-carboxamide FC(C1=NN(C=C1NC(=O)C=1C=NN2C1N=C(C=C2)N2CCOCC2)C2CCN(CC2)CC=2C=C1C(N(C(C1=CC2)=O)C2C(NC(CC2)=O)=O)=O)F